C(C)(C)(C)OC(=O)N(CCCCCCC/C=C/C=1C=C2C(=NC1)NC([C@]21CC=2C(=NC=C(C2)C(=O)OCC)C1)=O)C Ethyl (S,E)-5'-(9-((tert-butoxycarbonyl)(methyl) amino)non-1-en-1-yl)-2'-oxo-1',2',5,7-tetrahydrospiro[cyclopenta[b]pyridine-6,3'-pyrrolo[2,3-b]pyridine]-3-carboxylate